trans-1-N,2-N-dimethylcyclohexane-1,2-diamine CN[C@H]1[C@@H](CCCC1)NC